6-iodo-N-{3-methyl-4-[(1-methyl-1,3-benzodiazol-5-yl)oxy]phenyl}quinazolin-4-amine IC=1C=C2C(=NC=NC2=CC1)NC1=CC(=C(C=C1)OC1=CC2=C(N(C=N2)C)C=C1)C